[OH-].C(C(=C)C)(=O)OCC[N+](CCCS(=O)(=O)O)(C)C (2-(methacryloyloxy)ethyl)-dimethyl-(3-sulfopropyl)ammonium hydroxide